ClC1=NC=CC=2[C@]3(CCC(C12)(F)F)N=C1N(C=C(C=C1F)C(F)(F)F)C3 (S)-1'-chloro-8,8',8'-trifluoro-6-(trifluoromethyl)-7',8'-dihydro-3H,6'H-spiro[imidazo[1,2-a]pyridine-2,5'-isoquinoline]